C(C)(=O)N1C2=C(N3[C@@H]1CNCC3)N=CC(=C2)C(F)(F)F (S)-5-acetyl-3-(trifluoromethyl)-5a,6,8,9-tetrahydropyrido[3',2':4,5]imidazo[1,2-a]pyrazin